1-(2-hydroxy-2-methylpropyl)-1H-imidazo[4,5-c]Quinoline 5-oxide OC(CN1C=NC=2C=[N+](C=3C=CC=CC3C21)[O-])(C)C